(S)-2-(4-chloro-3-fluorobenzyl)-5-((3-(5-methylpyridazin-4-yl)-1H-1,2,4-triazol-5-yl)amino)pentanoic acid ClC1=C(C=C(C[C@@H](C(=O)O)CCCNC2=NC(=NN2)C2=CN=NC=C2C)C=C1)F